FC(C=1C(=NC=C(C(=O)O)C1)OCC1(CC1)C(F)(F)F)(F)F 5-(trifluoromethyl)-6-((1-(trifluoromethyl)cyclopropyl)methoxy)nicotinic acid